6-[[4-(trifluoromethoxy)phenyl]methyl]-2-azaspiro[3.3]heptane FC(OC1=CC=C(C=C1)CC1CC2(CNC2)C1)(F)F